C(C1=CC=CC=C1)OC(C#CC=1C2=C(C(N(C1)C)=O)NC(=C2C(=O)OCC)C)(C)C ethyl 4-(3-benzyloxy-3-methyl-but-1-ynyl)-2,6-dimethyl-7-oxo-1H-pyrrolo[2,3-c]pyridine-3-carboxylate